N-[2-(2-Azaspiro[4.5]decan-2-yl)-2-oxo-ethyl]-N-(2,2-diphenylethyl)prop-2-ynamide C1N(CCC12CCCCC2)C(CN(C(C#C)=O)CC(C2=CC=CC=C2)C2=CC=CC=C2)=O